FC1=CC=C(C=C1)C1SCC(N1C1=C(C=C(C(=O)OCCN(C2=CC=CC=C2)CC)C=C1)C)=O 2-[Ethyl(phenyl)amino]ethyl 4-[2-(4-fluorophenyl)-4-oxo-1,3-thiazolidin-3-yl]-3-methylbenzoate